C1(CCCC1)C(C(=O)[O-])(CC(CCC)=O)C1CCCC1 Dicyclopentyl-4-oxoheptanoate